N-[4-(dimethylamino)phenyl]-3-{1-[4-(7H-pyrrolo[2,3-d]-pyrimidin-4-yl)-1H-pyrazol-1-yl]but-3-yn-1-yl}benzamide trifluoroacetate FC(C(=O)O)(F)F.CN(C1=CC=C(C=C1)NC(C1=CC(=CC=C1)C(CC#C)N1N=CC(=C1)C=1C2=C(N=CN1)NC=C2)=O)C